2-Chloro-6-ethyl-7H-pyrrolo[3,4-b]pyridin-5-one ClC1=CC=C2C(=N1)CN(C2=O)CC